8-[2-(2,6-dioxopiperidin-3-yl)-1-oxo-2,3-dihydro-1H-isoindol-4-yl]oct-7-ynoic acid O=C1NC(CCC1N1C(C2=CC=CC(=C2C1)C#CCCCCCC(=O)O)=O)=O